lithium orotate, lithium salt [Li+].C(C1=CC(=O)NC(=O)N1)(=O)[O-].[Li+].C(C1=CC(=O)NC(=O)N1)(=O)[O-]